1,6-diethyl-2,3,5,6-tetrahydro-1H,4H-1,3a,6,8-tetraazaphenalene C(C)N1CCN2CCN(C3=CN=CC1=C23)CC